NC1=CC=C2C(=N1)N=C(N2)C2=C(C(=C(N2)C)C(C)=O)C2=CC=CC=C2 1-[5-(5-amino-1H-imidazo[4,5-b]pyridin-2-yl)-2-methyl-4-phenyl-1H-pyrrol-3-yl]ethan-1-one